ClC1=C(C(=CC=C1[N+](=O)[O-])C1=CC=CC=C1)C#N chloro-4-nitro-[1,1'-biphenyl]-2-carbonitrile